BrC1=C(C=NN(C1=O)C)N[C@@H]1C[C@@H](CN(C1)C)C1=CC=C(C=C1)COC1=C2C(N(C(C2=CC=C1)=O)C1C(NC(CC1)=O)=O)=O 4-[[4-[(3R,5R)-5-[(5-bromo-1-methyl-6-oxo-pyridazin-4-yl)amino]-1-methyl-3-piperidyl]phenyl]methoxy]-2-(2,6-dioxo-3-piperidyl)isoindoline-1,3-dione